(6S)-N-(2-Amino-4-((4-(trifluoromethyl)benzyl)amino)phenyl)-6,7-difluoroheptanamid NC1=C(C=CC(=C1)NCC1=CC=C(C=C1)C(F)(F)F)NC(CCCC[C@@H](CF)F)=O